C(C)OC(=O)[C@@H]1N(C[C@H]1C1CC1)C.[N+](=O)([O-])C1=CC=C(C=C1)OC(C(F)(F)F)(C)C 1-nitro-4-(2,2,2-trifluoro-1,1-dimethylethoxy)benzene ethyl-(2r,3r)-3-cyclopropyl-1-methylazetidine-2-carboxylate